NC1=CC=C(OC2=CC(=CC=C2)OC2=CC=C(C=C2)N)C=C1 1,3-bis-(4-aminophenoxy)benzene